2,5-dioxopyrrolidin-1-yl ((3R,3aS,6aR)-hexahydrofuro[2,3-b]furan-3-yl) carbonate C(ON1C(CCC1=O)=O)(O[C@H]1CO[C@H]2OCC[C@H]21)=O